9-Methoxyimidazo[1,2-a]quinoline-4-carboxylic acid ethyl ester C(C)OC(=O)C=1C=2N(C3=C(C=CC=C3C1)OC)C=CN2